tert-Butyl ((5-oxo-4,5,6,7-tetrahydrothieno[3,2-b]pyridin-7-yl)methyl)carbamat O=C1CC(C2=C(N1)C=CS2)CNC(OC(C)(C)C)=O